2-Chloro-6,7-dimethylquinoline-3-carbaldehyde ClC1=NC2=CC(=C(C=C2C=C1C=O)C)C